(R,S)-Methyl 4-((4-cyanophenyl)((8-methyl-4-oxochroman-7-yl)oxy)methyl)benzoate C(#N)C1=CC=C(C=C1)[C@H](C1=CC=C(C(=O)OC)C=C1)OC1=CC=C2C(CCOC2=C1C)=O